FC(C(=O)N[C@@H](C)C1=CC=C(C=C1)C(CC)N1CCN(CC1)C(=O)OC(C)(C)C)(F)F tert-Butyl 4-[1-[4-[(1S)-1-[(2,2,2-trifluoroacetyl)amino]ethyl]phenyl]propyl]piperazine-1-carboxylate